NC=1N=CC(=NC1C)C#CC=1C(=CC(=C(C1)NC(=O)NC1=CC(=NN1C=1C=C2C=CC=NC2=CC1)C(C)(C)C)F)C 1-(5-((5-amino-6-methylpyrazin-2-yl)ethynyl)-2-fluoro-4-methylphenyl)-3-(3-(tert-butyl)-1-(quinolin-6-yl)-1H-pyrazol-5-yl)urea